Cl.C(#N)N1[C@H]2[C@@H](C[C@@H]1CC2)NC(=O)C=2C=C1CCNC1=CC2 N-((1R,2R,4S)-7-cyano-7-azabicyclo[2.2.1]heptan-2-yl)indoline-5-carboxamide hydrochloride